N-(4-(((tert-butyldimethylsilyl)oxy)methyl)phenyl)-6-chloro-3-nitropyridin-2-amine [Si](C)(C)(C(C)(C)C)OCC1=CC=C(C=C1)NC1=NC(=CC=C1[N+](=O)[O-])Cl